C1(CC1)C1=NC=NC(=C1C1=NC(=C2NC=NC2=N1)NCC1=CC=C(C=C1)C=1N(C=C(N1)C(F)(F)F)CCF)OC 2-(4-cyclopropyl-6-methoxypyrimidin-5-yl)-N-(4-(1-(2-fluoroethyl)-4-(trifluoromethyl)-1H-imidazol-2-yl)benzyl)-7H-purin-6-amine